OCCN1N=CC=2C1=NC(=NC2NC(=O)C=2SC(=CC2)[N+](=O)[O-])C2=CC=C(C=C2)OC(F)(F)F N-(1-(2-hydroxyethyl)-6-(4-(trifluoromethoxy)phenyl)-1H-pyrazolo[3,4-d]pyrimidin-4-yl)-5-nitrothiophene-2-carboxamide